COC=1C=C(C=CC1)C=1C=CC2=CN(N=C2C1)C1CN(CCC1)C(C=C)=O 1-(3-(6-(3-methoxyphenyl)-2H-indazol-2-yl)piperidin-1-yl)prop-2-en-1-one